N-[(3S)-2,6-dioxo-3-piperidyl]-1,2,3,4-tetrahydroquinoline O=C1NC(CC[C@@H]1N1CCCC2=CC=CC=C12)=O